CN1[C@@H]([C@H](CC1=O)C(=O)NCCOCCOCCNC(=O)C=1C=CC(=NC1)C1CCC(CC1)C(=O)O)C=1C=NC=CC1 (1r,4r)-4-(5-((2-(2-(2-((2S,3S)-1-methyl-5-oxo-2-(pyridin-3-yl)pyrrolidine-3-carboxamido)ethoxy)ethoxy)ethyl)carbamoyl)pyridin-2-yl)cyclohexane-1-carboxylic acid